N-(3''-fluoro-5''-methoxy-2,2'-dimethyl-4''-(((tetrahydrofuran-3-yl)amino)methyl)-[1,1':3',1''-terphenyl]-3-yl)-1-methyl-2-oxo-1,2-dihydropyridine-3-carboxamide FC=1C=C(C=C(C1CNC1COCC1)OC)C=1C(=C(C=CC1)C1=C(C(=CC=C1)NC(=O)C=1C(N(C=CC1)C)=O)C)C